N=C(CCC(=O)O)C gamma-iminovaleric acid